2-((3-(3-chloro-5-fluoro-4-methyl-8,9-dihydropyrido[3',2':4,5]pyrrolo[1,2-a]pyrazin-7(6H)-yl)-3-oxopropoxy)methyl)azetidin ClC1=C(C=2C(=C3N(CCN(C3)C(CCOCC3NCC3)=O)C2N=C1)F)C